COC[C@H]1N(C[C@@H](N(C1)C=1C2=C(N(C(N1)=O)C)C=CC(=N2)C#N)C)C(C)C2=CC=C(C=C2)OC(F)(F)F 4-((2S,5S)-5-(methoxymethyl)-2-methyl-4-(1-(4-(trifluoromethoxy)phenyl)ethyl)piperazin-1-yl)-1-methyl-2-oxo-1,2-dihydropyrido[3,2-d]pyrimidine-6-carbonitrile